C1(=CC=CC=C1)N(C1=CC=CC=C1)C1=CC=C2C=C(C(OC2=C1)=O)C=O 7-(N,N-diphenylamino)-coumarin-3-carbaldehyde